(R)-3-(1-aminoethyl)-5-fluoro-2-methylbenzonitrile N[C@H](C)C=1C(=C(C#N)C=C(C1)F)C